CCC(CCC)NCCCCCCCN N-(hexane-3-yl)heptane-1,7-diamine